1-methyl-3-({[(2-methylpyridin-4-yl)methyl][(3S)-1-(6-Nitropyridin-3-yl)piperidin-3-yl]Amino}methyl)-1,4-dihydroquinolin-4-one CN1C=C(C(C2=CC=CC=C12)=O)CN([C@@H]1CN(CCC1)C=1C=NC(=CC1)[N+](=O)[O-])CC1=CC(=NC=C1)C